tert-butyl ((1R,2R,4S)-2-((tert-butyldimethylsilyl)oxy)-4-(methoxy(methyl) carbamoyl)cyclohexyl)(methyl)carbamate [Si](C)(C)(C(C)(C)C)O[C@H]1[C@@H](CC[C@@H](C1)C(N(C)OC)=O)N(C(OC(C)(C)C)=O)C